2-(1-phenyl-1H-pyrazol-4-yl)-N-propyl-N-(pyrrolidin-3-yl)-1,3-oxazole-4-carboxamide C1(=CC=CC=C1)N1N=CC(=C1)C=1OC=C(N1)C(=O)N(C1CNCC1)CCC